(1R,3R)-1-[4-[1-[(4,4-difluorocyclohexyl)methyl]azetidin-3-yl]oxy-2,6-difluoro-phenyl]-2-(2-fluoro-2-methyl-propyl)-3-methyl-1,3,4,9-tetrahydropyrido[3,4-b]indole FC1(CCC(CC1)CN1CC(C1)OC1=CC(=C(C(=C1)F)[C@H]1N([C@@H](CC2=C1NC1=CC=CC=C21)C)CC(C)(C)F)F)F